C(C)(C)(C)OC(=O)N[C@@H](C(C)C)C(=O)OC(C)(CCNC(=O)OCC1=CC=CC=C1)C 4-{[(benzyloxy)carbonyl]amino}-2-methylbutan-2-yl N-(tert-butoxycarbonyl)-L-valinate